N1=NC=NC=C1C(=O)N (E)-1,2,4-triazine-6-carboxamide